C(C)(C)(C)OC(NC1=CC=C(C=C1)C1=CC=2N=CN=C(C2N1C1=CC(=C(C=C1)O)F)NCC1=CC=C(C=C1)OC)=O (4-(5-(3-fluoro-4-hydroxyphenyl)-4-((4-methoxybenzyl)amino)-5H-pyrrolo[3,2-d]pyrimidin-6-yl)phenyl)carbamic acid tert-butyl ester